(S)-1-(3,4-difluorophenyl)-6-(5-(3,5-dimethylisoxazol-4-yl)-1-((1r,4S)-4-methoxycyclohexyl)-1H-benzo[d]imidazol-2-yl)piperidin-2-one CC1=C(C(=NO1)C)C2=CC3=C(C=C2)N(C(=N3)[C@@H]4CCCC(=O)N4C5=CC(=C(C=C5)F)F)C6CCC(CC6)OC